N[C@@H](COC(C(F)(F)F)(C)C)C1=NC2=C(N1)C=CC(=C2)[C@H](N2C(N[C@@H](C2)CC(F)(F)F)=O)C2CC2 |o1:24| (R*)-1-((R)-(2-((R)-1-amino-2-((1,1,1-trifluoro-2-methylpropan-2-yl)oxy)ethyl)-1H-benzo[d]imidazol-5-yl)(cyclopropyl)methyl)-4-(2,2,2-trifluoroethyl)imidazolidin-2-one